(R)-6-(3-(2,3-difluorophenyl)isoxazolidin-2-yl)-N-(4-(4-(4-isopropylpiperazine-1-yl)piperidin-1-yl)-2-methoxyphenyl)pyrimidin-4-amine FC1=C(C=CC=C1F)[C@@H]1N(OCC1)C1=CC(=NC=N1)NC1=C(C=C(C=C1)N1CCC(CC1)N1CCN(CC1)C(C)C)OC